BrC=1C(=C(N)C=CC1)C=O 3-BROMO-2-FORMYLANILINE